3,3'-dimethoxy-4,2'-diaminobiphenyl COC=1C=C(C=CC1N)C1=C(C(=CC=C1)OC)N